COC1=C(C=C(C=N1)C1=CC=C2C(=NNC2=C1)C(=O)NC)C(NCCCOCC(C)C)=O 6-(6-methoxy-5-{[3-(2-methyl-propoxy)propyl]carbamoyl}-pyridin-3-yl)-N-methyl-1H-indazole-3-carboxamide